ClC1=C(C=CC(=C1I)F)N(C(OC(C)(C)C)=O)S(=O)(=O)N1CC(C1)(F)F tert-butyl (2-chloro-4-fluoro-3-iodophenyl)((3,3-difluoroazetidin-1-yl)sulfonyl)carbamate